3-(azetidin-3-yl)-1-(pyridin-2-yl)urea hydrochloride Cl.N1CC(C1)NC(NC1=NC=CC=C1)=O